C(#N)C(C(=O)O)=C(C1=CC=CC=C1)C1=CC=CC=C1 cyanodiphenylacrylic acid